CC1=C(C=C(N)C=C1)C1=CC(=NC=C1)N1CCOCC1 4-methyl-3-(2-morpholinopyridin-4-yl)aniline